[V].[Zn].CN(S(=O)(=O)NC=1C=CC(=C(C(=O)N[C@H](C)C2=CC=CC3=CC=CC=C23)C1)C)C (R)-5-((N,N-dimethylsulfamoyl)amino)-2-methyl-N-(1-(naphthalen-1-yl)ethyl)benzamide zinc-vanadium